(1S,6'E,11'S,12'R)-6-CHLORO-9',11'-DIMETHYL-10'-OXO-3,4-DIHYDRO-2H-SPIRO[NAPHTHALENE-1,19'-[17]OXA[1,9]DIAZATRICYCLO[11.7.2.016,21]DOCOSA[6,13,15,21]TETRAENE]-12'-CARBOXYLIC ACID ClC=1C=C2CCC[C@]3(COC4=CC=C5[C@@H]([C@@H](C(N(C/C=C/CCCCN(C3)C4=C5)C)=O)C)C(=O)O)C2=CC1